6-fluoro-N-((3R,4S)-4-fluoro-1-(oxetan-3-yl)pyrrolidin-3-yl)-5-(imidazo[1,2-a]pyrimidin-6-yl)-4-methoxypyrrolo[2,1-f][1,2,4]triazin-2-amine FC=1C(=C2C(=NC(=NN2C1)N[C@@H]1CN(C[C@@H]1F)C1COC1)OC)C=1C=NC=2N(C1)C=CN2